CC([C@@H](C(=O)N1[C@@H]([C@H]2C([C@H]2C1)(C)C)C(=O)O)NC=1SC(=CN1)C)(C)C (1r,2S,5S)-3-((S)-3,3-dimethyl-2-((5-methylthiazol-2-yl)amino)butanoyl)-6,6-dimethyl-3-azabicyclo[3.1.0]hexane-2-carboxylic acid